NC(CC[C@@H](C(=O)NCC1=CC=C(C=C1)C(=N)NC(OCC1=CC=CC=C1)=O)NC([C@@H](CCC1=CC=CC=C1)N)=O)=O benzyl ((4-(((S)-5-amino-2-((R)-2-amino-4-phenylbutanamido)-5-oxopentanamido)methyl)phenyl)(imino)methyl)carbamate